OCC1(C(NCC1)=O)NC(=O)C1=C(C=C2C=CC(=CN12)OCC=1C(=NC=CC1)C(F)(F)F)C N-[3-(hydroxymethyl)-2-oxopyrrolidin-3-yl]-2-methyl-6-{[2-(trifluoromethyl)pyridin-3-yl]methoxy}-indolizine-3-carboxamide